1,3-dibutyryl-2-linoleoylglycerol C(CCC)(=O)OCC(OC(CCCCCCC\C=C/C\C=C/CCCCC)=O)COC(CCC)=O